1,7-diethyl-phenanthrene C(C)C1=CC=CC=2C3=CC=C(C=C3C=CC12)CC